NC1=NC(=CC(=C1)N)N 2,4,6-triaminopyridine